(1S,2S)-2-(pyridin-2-yldisulfanyl)cyclohexan-1-ol N1=C(C=CC=C1)SS[C@@H]1[C@H](CCCC1)O